OC1CCN(CC1)C1=CC=C(C=C1)NC=1N=CC=2NC(C3=C(N(C2N1)C)SC(=N3)C)=O 6-((4-(4-hydroxypiperidin-1-yl)phenyl)amino)-2,4-dimethyl-4,9-dihydro-10H-pyrimido[5,4-b]thiazolo[5,4-e][1,4]diazepin-10-one